2-(4-Cyclopropyl-6-methoxypyrimidin-5-yl)-8-(3-(1-methyl-4-(trifluoromethyl)-1H-imidazol-2-yl)prop-2-yn-1-yl)pyrido[2,3-d]pyrimidin-7(8H)-one C1(CC1)C1=NC=NC(=C1C=1N=CC2=C(N1)N(C(C=C2)=O)CC#CC=2N(C=C(N2)C(F)(F)F)C)OC